ClC1=CC2=C(N(C(N=C2N2C[C@@H](N([C@@H](C2)C)C(=O)OC(C)(C)C)C)=O)C=2C(=NC=CC2C)C(C)C)N=C1Cl tert-Butyl (M)-4-(6,7-dichloro-1-(2-isopropyl-4-methylpyridin-3-yl)-2-oxo-1,2-dihydropyrido[2,3-d]pyrimidin-4-yl)-cis-2,6-dimethylpiperazine-1-carboxylate